C(C)C(/C=C/C(=O)O)CC=C (2E)-4-ethylhept-2,6-dienoic acid